FC=1C(=CC=C2CN(C(C12)=O)C(C1=C(C=CC(=C1)F)O)C1=NC2=C(N1)C=CC=C2F)C2=CC(=C(C=C2)C2CCN(CC2)C)F 7-fluoro-2-[(4-fluoro-1H-benzimidazol-2-yl)-(5-fluoro-2-hydroxy-phenyl)methyl]-6-[3-fluoro-4-(1-methyl-4-piperidyl)phenyl]isoindolin-1-one